((((3S,4R,5R)-5-(2,4-dioxo-3,4-dihydropyrimidine-1(2H)-yl)-3-hydroxy-4-(methoxy-d3)tetrahydrofuran-2-yl)oxy)methyl)phosphonate O=C1N(C=CC(N1)=O)[C@H]1[C@@H]([C@@H](C(O1)OCP([O-])([O-])=O)O)OC([2H])([2H])[2H]